C1(=CC=CC=C1)C1(C(C1)C(=O)OCC)C1=CC=CC=C1 ethyl 2,2-diphenylcyclopropanecarboxylate